BrC1B(OC2=C1C(=CC=C2)CC)O bromo-4-ethyl-2-hydroxy-1,2-benzoxaborole